OC1(CN(C1)C1=C(C=C2C(C(=CN(C2=N1)C=1SC=CN1)C(=O)O)=O)F)O 7-(3,3-dihydroxyazetidin-1-yl)-6-fluoro-4-oxo-1-(1,3-thiazol-2-yl)-1,4-dihydro-1,8-naphthyridine-3-carboxylic acid